1-(2-oxo-1-phenyl-2-(4-(3-(trifluoromethoxy)phenyl)piperazin-1-yl)ethyl)pyrrolidine-2,5-dione O=C(C(C1=CC=CC=C1)N1C(CCC1=O)=O)N1CCN(CC1)C1=CC(=CC=C1)OC(F)(F)F